CC1=CC2=C(N=C(N=C2)NC=2C=C3CN(CC3=CC2)S(=O)(=O)C)C(=N1)N1CC2(C1)CN(C2)C 6-methyl-8-(6-methyl-2,6-diazaspiro[3.3]heptan-2-yl)-N-(2-(methylsulfonyl)isoindolin-5-yl)pyrido[3,4-d]pyrimidin-2-amine